C(=O)C1=C(C=CC=C1)C1=CC=C(C=C1)C1=NC2=C3N=C(C=CC3=CC=C2C=C1)C1=CC=C(C=C1)C1=C(C=CC=C1)C=O 2,9-bis(p-(2-formylphenyl)phenyl)-1,10-phenanthroline